BrC1=CC=2N=C(N=C3N(CCOC(=C1Cl)C32)CC=3C=NN(C3)C(C3=CC=CC=C3)(C3=CC=CC=C3)C3=CC=CC=C3)Cl 7-bromo-3,8-dichloro-13-[(1-tritylpyrazol-4-yl)methyl]-10-oxa-2,4,13-triazatricyclo[7.4.1.05,14]tetradeca-1,3,5(14),6,8-pentaene